FC(C1=CC=C(/C=C/C2CC3(C2)CN(CC3)C(C=C)=O)C=C1)(F)F (E)-1-(2-(4-(trifluoromethyl)styryl)-6-azaspiro[3.4]oct-6-yl)prop-2-en-1-one